OC[C@@]1(O)[C@H](O)[C@@H](O)CO1 β-L-xylulofuranose